[Cl-].[Cl-].C(C)(C)C=1C=C(C=C(C1)C(C)C)C(=[Hf+2](C1C2=CC(=CC=C2C=2C=CC(=CC12)C(C)(C)C)C(C)(C)C)C1C=CC=C1)C1CCC1 (3,5-di-isopropylphenyl)(cyclobutyl)methylene(cyclopentadienyl)(2,7-di-tert-butylfluoren-9-yl)hafnium dichloride